2-[2-hydroxyethyl(3-imidazol-1-ylpropyl)amino]ethanol OCCN(CCO)CCCN1C=NC=C1